[K].COC1=CC=C(CN(C2=NC=CC(=N2)C(C(=O)O)C(C)C)S(=O)(=O)C2CC2)C=C1 2-(2-(N-(4-methoxybenzyl)cyclopropanesulfonylamino)pyrimidin-4-yl)-3-methylbutanoic acid potassium